CC=1C=NN(C1)CC1CCN(CC1)C=1SC2=C(N1)C=CC(=C2)C(=O)O 2-(4-((4-methyl-1H-pyrazol-1-yl)methyl)piperidin-1-yl)benzo[d]thiazole-6-carboxylic acid